ClC1=CC2=C(N(C(=N2)\C=C\C2=CC=CC=C2)S(=O)(=O)C2=CC=CC=C2)C=C1Cl (E)-5,6-dichloro-1-benzenesulfonyl-2-styryl-1H-benzimidazole